C(#N)C=1C(=CC(=NC1)N1N=C(C(=C1)C=O)C(=O)NC)OC 1-(5-cyano-4-methoxypyridin-2-yl)-4-formyl-N-methyl-1H-pyrazole-3-carboxamide